C(C)(C)(C)OC(=O)NC1CCC(CC1)N(C)CC1CCN(CC1)C=1C=C(C=CC1)N(C(=O)N)CCC(=O)OC methyl 3-(1-(3-(4-((((1r,4r)-4-((tert-butoxycarbonyl)amino)cyclohexyl)(methyl)amino)methyl)piperidin-1-yl)phenyl)ureido)propanoate